(1-Benzylpiperidin-4-yl)(4-methoxyphenyl)methanone C(C1=CC=CC=C1)N1CCC(CC1)C(=O)C1=CC=C(C=C1)OC